2-chloro-5-(3-fluoro-2-(methoxymethoxy)propoxy)pyrimidine ClC1=NC=C(C=N1)OCC(CF)OCOC